Cl.CNC[C@H](C)O (2S)-1-(methylamino)propan-2-ol, hydrochloride